C12(CCCCC2C1)C=1C(=CC2=C(N(CN=C2N2[C@H](CN[C@@H](C2)C)C)C=2C(=NC=CC2C)C(C)C)N1)Cl 7-(bicyclo[4.1.0]heptan-1-yl)-6-chloro-4-((2S,5R)-2,5-dimethylpiperazin-1-yl)-1-(2-isopropyl-4-methylpyridin-3-yl)pyrido[2,3-d]pyrimidin